FC1CN(C1)C=1C2=C(N=C(N1)N(CCOC)CCOC)C(=NC(=N2)N(CCOC)CCOC)N2CCC(CC2)OC 4-(3-fluoroazetidin-1-yl)-N2,N2,N6,N6-tetrakis(2-methoxyethyl)-8-(4-methoxypiperidin-1-yl)pyrimido[5,4-d]pyrimidine-2,6-diamine